[Na+].C1(=CC=CC2=CC=CC=C12)C(=O)[O-] 1-naphthoic acid, sodium salt